C(C=C)(=O)OC(CCCCCCCC)OC(C=C)=O Nonandiol diacrylate